N-cyclopropyl-2-(difluoromethoxy)-6-methoxy-4-[7-[(1-methyl-3-piperidyl)oxy]imidazo[1,2-a]pyridin-3-yl]benzamide C1(CC1)NC(C1=C(C=C(C=C1OC)C1=CN=C2N1C=CC(=C2)OC2CN(CCC2)C)OC(F)F)=O